4-[1-(3,4-difluorophenyl)-4-hydroxy-2-[2-methoxy-1-(methoxymethyl)ethyl]Indol-3-yl]Benzoic acid FC=1C=C(C=CC1F)N1C(=C(C2=C(C=CC=C12)O)C1=CC=C(C(=O)O)C=C1)C(COC)COC